Cl.N=1N=C(NC1)COC1=C(C=C(C=C1OC)C1=CC(=CC=2N(C(N(C21)C)=O)CC(=O)NC2=C(C=CC=C2)OC)C(F)(F)F)F 2-(4-(4-((4H-1,2,4-triazol-3-yl)methoxy)-3-fluoro-5-methoxyphenyl)-3-methyl-2-oxo-6-(trifluoromethyl)-2,3-dihydro-1H-benzo[d]imidazol-1-yl)-N-(2-methoxyphenyl)acetamide hydrochloride